NC1=CC(=CC(=N1)COCC=1C=C(C(=C(C1)NC1=C(N=NC(=C1)Cl)C(=O)NC([2H])([2H])[2H])OC)C1=NN(C=N1)C)F 4-((5-(((6-Amino-4-fluoropyridin-2-yl)methoxy)methyl)-2-methoxy-3-(1-methyl-1H-1,2,4-triazol-3-yl)phenyl)amino)-6-chloro-N-(methyl-d3)pyridazine-3-carboxamide